COC(=O)C1=CC2=C(N=C(S2)Br)C(=C1)C1CCO1 2-bromo-4-(oxetan-4-yl)-1,3-benzothiazole-6-carboxylic acid methyl ester